ClC=1C=C(C=C(C1)F)N1CCC2=C1N=C(N=C2NC)NC21CC(C2)(C1)N1C=NC(=C1)C 7-(3-Chloro-5-fluorophenyl)-N4-methyl-N2-[3-(4-methylimidazol-1-yl)-1-bicyclo[1.1.1]pentanyl]-5,6-dihydropyrrolo[2,3-d]pyrimidin-2,4-diamin